NC1=CC=NN1C1=NN=C(S1)NC(=O)C1=CC(=C(C(O1)=O)OCCC(C)(C)O)C1=C(C=CC=C1OC)OC N-(5-(5-amino-1H-pyrazol-1-yl)-1,3,4-thiadiazol-2-yl)-4-(2,6-dimethoxyphenyl)-3-(3-hydroxy-3-methylbutoxy)-2-oxo-2H-pyran-6-carboxamide